C(C)(C)N(C(OC=1C=CC2=C(C1)OC(C=1C2N2N(CC1)C(N(C2=O)C2=CC=C(C=C2)C(C)=O)=O)(C)C)=O)C(C)C 2-(4-acetylphenyl)-7,7-dimethyl-1,3-dioxo-2,3,5,12b-tetrahydro-1h,7h-chromeno[4,3-c][1,2,4]triazolo[1,2-a]pyridazin-10-yl diisopropylcarbamate